C(C)[C@@H]1CCCN1N1C=NC=2C1=C1C(=NC2)N(C=C1)S(=O)(=O)C1=CC=C(C)C=C1 (3S,5R)-5-ethyl-1-(6-p-toluenesulfonyl-imidazo[4,5-d]pyrrolo[2,3-b]pyridine-1(6H)-yl)pyrrolidine